C(=O)(OC(C)(C)C)NCCC=O 3-(Boc-amino)propionaldehyde